3-(4-((S)-4-amino-2-oxopyrrolidin-1-yl)-2,6-difluorophenyl)piperidine-2,6-dione N[C@H]1CC(N(C1)C1=CC(=C(C(=C1)F)C1C(NC(CC1)=O)=O)F)=O